2-(2-((3R,4R)-3-Amino-4-fluoropiperidin-1-yl)-5,6-difluoro-1H-benzo[d]imidazol-1-yl)-N-methyl-N-((S)-1-(pyridin-2-yl)ethyl)acetamid N[C@@H]1CN(CC[C@H]1F)C1=NC2=C(N1CC(=O)N([C@@H](C)C1=NC=CC=C1)C)C=C(C(=C2)F)F